methyl 2-methoxy-3,5-bis(trifluoromethyl)benzoate COC1=C(C(=O)OC)C=C(C=C1C(F)(F)F)C(F)(F)F